1,1,1,3,3,3-Hexafluoropropan-2-yl (±)-1-((2-(trifluoromethyl)pyridin-3-yl)carbamoyl)-6-azaspiro[2.5]octan-6-carboxylat FC(C1=NC=CC=C1NC(=O)[C@@H]1CC12CCN(CC2)C(=O)OC(C(F)(F)F)C(F)(F)F)(F)F |r|